COC[C@H](C(N[C@@H](CCOC1=CC=CC=C1)B1OC(C(O1)(C)C)(C)C)=O)NC(C1=NC(=CC=C1)C)=O N-((R)-3-methoxy-1-oxo-1-(((R)-3-phenoxy-1-(4,4,5,5-tetramethyl-1,3,2-dioxaborolan-2-yl)propyl)amino)propan-2-yl)-6-methylpicolinamide